tert-butyl 2-[methoxy(methyl)carbamoyl]-4,6,7,8-tetrahydropyrazolo[1,5-a][1,4]diazepine-5-carboxylate CON(C(=O)C1=NN2C(CN(CCC2)C(=O)OC(C)(C)C)=C1)C